ClC=1C(=NC=C(C1)F)OC1CCC2(C(NC3=CC=C(C=C23)C(=O)NCC)=O)CC1 cis-4-[(3-chloro-5-fluoro-2-pyridyl)oxy]-N-ethyl-2'-oxo-spiro[cyclohexane-1,3'-indoline]-5'-carboxamide